2'-amino-5'-(4-methoxybenzyl)spiro[cyclohexane-1,4'-thieno[2,3-c]pyrrol]-6'(5'H)-one NC1=CC2=C(C(N(C23CCCCC3)CC3=CC=C(C=C3)OC)=O)S1